CN1N=C(C(=C1)S(=O)(=O)N1CCC(CC1)C=1C(=CC=2N(C1)N=CN2)C)C 6-(1-((1,3-dimethyl-1H-pyrazol-4-yl)sulfonyl)piperidin-4-yl)-7-methyl-[1,2,4]triazolo[1,5-a]pyridine